4-amino-1,4-dihydroisoquinolin-3(2H)-one dihydrobromide Br.Br.NC1C(NCC2=CC=CC=C12)=O